OC1=C(C(OC2=CC=CC=C12)=O)O cis-dihydroxycoumarin